(2R)-2-amino-2-cyclopropylethan-1-ol N[C@@H](CO)C1CC1